CN1N=CC=2NCC(CC21)CNC(OCCCC)=O butyl ((1-methyl-4,5,6,7-tetrahydro-1H-pyrazolo[4,3-b]pyridin-6-yl)methyl)carbamate